FC=1C=C(C2=C(C=C(O2)[C@H](C)NC(=O)C=2C=NN3C2N=CC=C3)C1)C(=O)OC Methyl (S)-5-fluoro-2-(1-(pyrazolo[1,5-a]pyrimidine-3-carboxamido) ethyl)benzofuran-7-carboxylate